CC=1NC(=CCC1S(=O)(=O)N1CC2(C1)CN(C2)[C@@H](C)C2(CCOCC2)C)C(F)(F)F (S)-2-((2-methyl-6-(trifluoromethyl)-1,4-dihydropyridin-3-yl)sulfonyl)-6-(1-(4-methyltetrahydro-2H-pyran-4-yl)ethyl)-2,6-diazaspiro[3.3]heptane